BrC=1C(=CC(=NC1C)N)C 5-bromo-4,6-dimethylpyridine-2-amine